COC(C1=CC=C(C=C1)[C@@H]1[C@H](C1)B1OC(C(O1)(C)C)(C)C)=O.ClC1=C(C(=CC=C1)C)C |r| monochloroo-xylene racemic-methyl-4-((1S,2S)-2-(4,4,5,5-tetramethyl-1,3,2-dioxaborolan-2-yl)cyclopropyl)benzoate